C1(CC1)C1=NN(C(=C1OC(F)(F)F)C(=O)NC1=CC(=NC=C1)C(=O)N)CC1CCOCC1 4-(3-cyclopropyl-1-((tetrahydro-2H-pyran-4-yl)methyl)-4-(trifluoromethoxy)-1H-pyrazole-5-carboxamido)picolinamide